tetrafluoro-4-(2,7-dimethyl-1-naphthyl)-5-hydroxy-2-methyl-pyridazin-3-one FC1(C(C(C(N(N1)C)=O)(C1=C(C=CC2=CC=C(C=C12)C)C)F)(O)F)F